Methyl 2-(6-cyano-2,4-dioxo-1H-quinazolin-3-yl)acetate C(#N)C=1C=C2C(N(C(NC2=CC1)=O)CC(=O)OC)=O